N-[(1R,3S)-3-{[6-fluoro-2-(trifluoromethyl)quinolin-4-yl]amino}cyclohexyl]-1-propyl-1H-pyrazole-5-carboxamide FC=1C=C2C(=CC(=NC2=CC1)C(F)(F)F)N[C@@H]1C[C@@H](CCC1)NC(=O)C1=CC=NN1CCC